6-[(2R)-2-amino-3-methoxy-propyl]-2-chloro-N-(2-furylmethyl)-7-methyl-thieno[3,2-d]pyrimidin-4-amine dihydrochloride Cl.Cl.N[C@H](CC1=C(C=2N=C(N=C(C2S1)NCC=1OC=CC1)Cl)C)COC